5-((5-(4-(3,3-difluoroazetidin-1-yl)phenyl)oxazol-2-yl)amino)pyridinecarbonitrile FC1(CN(C1)C1=CC=C(C=C1)C1=CN=C(O1)NC=1C=CC(=NC1)C#N)F